4-[(5-allyloxy-4-methyl-3-pyridyl)methyl]-3-fluoro-pyridin-2-amine C(C=C)OC=1C(=C(C=NC1)CC1=C(C(=NC=C1)N)F)C